(S)-2-(2-(4-fluorobenzyl)azepan-1-yl)-6-morpholinopyrimidin-4(3H)-one FC1=CC=C(C[C@H]2N(CCCCC2)C2=NC(=CC(N2)=O)N2CCOCC2)C=C1